[3-(tert-Butyl-methyl-carbamoyl)-7-methoxy-1-thiophen-3-yl-1,4-dihydro-chromeno[4,3-c]pyrazol-8-yl]-pyrazole-1-carboxylic acid tert-butyl ester C(C)(C)(C)OC(=O)N1N=C(C=C1)C1=CC2=C(C=C1OC)OCC1=C2N(N=C1C(N(C)C(C)(C)C)=O)C1=CSC=C1